tert-butyl (5R)-5-[(3-chloropropane-1-sulfonyl)amino]-3,3-difluoropiperidine-1-carboxylate ClCCCS(=O)(=O)N[C@@H]1CC(CN(C1)C(=O)OC(C)(C)C)(F)F